ClCC1=[N+](C=C(C=C1)C(=O)OC)[O-] 2-(chloromethyl)-5-(methoxycarbonyl)pyridine 1-oxide